1,4-bis(t-butylperoxycarbonyl)cyclohexane C(C)(C)(C)OOC(=O)C1CCC(CC1)C(=O)OOC(C)(C)C